2-(5-(1-bromoethyl)-3-(4-fluorophenyl)-7-methylquinolin-2-yl)acetonitrile BrC(C)C1=C2C=C(C(=NC2=CC(=C1)C)CC#N)C1=CC=C(C=C1)F